tert-butyl 4-[4-[[1-(2,6-dioxo-3-piperidyl)-3-methyl-2-oxo-benzimidazol-4-yl]methyl]-1-piperidyl]piperidine-1-carboxylate O=C1NC(CCC1N1C(N(C2=C1C=CC=C2CC2CCN(CC2)C2CCN(CC2)C(=O)OC(C)(C)C)C)=O)=O